Cl.FC=1C=C(C(=NC1)O)[C@@H]1NCCC1 (R)-5-fluoro-3-(pyrrolidin-2-yl)pyridine-2-ol hydrochloride